N-(6-(benzo[d]thiazol-5-yl)-1-(3-fluorophenyl)-1H-pyrazolo[3,4-d]pyrimidin-4-yl)-5-nitrothiophene-2-carboxamide S1C=NC2=C1C=CC(=C2)C2=NC(=C1C(=N2)N(N=C1)C1=CC(=CC=C1)F)NC(=O)C=1SC(=CC1)[N+](=O)[O-]